ethyl 6-chloro-7-[(2R)-2-{[(3-chloropyridin-2-yl)oxy]methyl}pyrrolidin-1-yl]-4-oxo-1-{4H,6H,7H-pyrazolo[3,2-c][1,4]oxazin-2-yl}-1,4-dihydroquinoline-3-carboxylate ClC=1C=C2C(C(=CN(C2=CC1N1[C@H](CCC1)COC1=NC=CC=C1Cl)C=1C=C2COCCN2N1)C(=O)OCC)=O